2-chloro-1,3-benzothiazole-6-sulfonyl chloride ClC=1SC2=C(N1)C=CC(=C2)S(=O)(=O)Cl